C(C)(C)(C)OC(=O)N1CCN(CC1)[C@H](C(=O)OCC1=CC=CC=C1)C (S)-4-(1-(benzyloxy)-1-oxopropan-2-yl)piperazine-1-carboxylic acid tert-butyl ester